tert-butyl (2R,4R)-4-(2-methoxy-2-oxo-ethyl)-2-methyl-pyrrolidine-1-carboxylate COC(C[C@H]1C[C@H](N(C1)C(=O)OC(C)(C)C)C)=O